[Fe].[Ni].[Sn] tin-nickel-iron